(R)-3-(1-amino-8-azaspiro[4.5]decan-8-yl)-6-(2,3-dichlorophenyl)-N-hydroxy-5-methylpyrazine-2-carboxamide N[C@@H]1CCCC12CCN(CC2)C=2C(=NC(=C(N2)C)C2=C(C(=CC=C2)Cl)Cl)C(=O)NO